(rac)-(2S,3R)-3-(tert-butoxycarbonylamino)tetrahydrofuran-2-carboxylic acid C(C)(C)(C)OC(=O)N[C@H]1[C@H](OCC1)C(=O)O |r|